ClC=1C=CC2=C(N(C3=C(N(C2=O)C)C=CC=C3)CCCNCC=CC(=O)[O-])C1 4-{[3-(3-chloro-10-methyl-11-oxo-10,11-dihydro-5H-dibenzo[b,e][1,4]diazepin-5-yl)propyl]amino}but-2-enoate